1-(3-(tert-butyl)-1-(pyridin-3-yl)-1H-pyrazol-5-yl)-3-(2-fluoro-4-((3-keto-3,4-dihydropyrido[2,3-b]pyrazin-8-yl)oxy)phenyl)urea C(C)(C)(C)C1=NN(C(=C1)NC(=O)NC1=C(C=C(C=C1)OC1=CC=NC=2NC(C=NC21)=O)F)C=2C=NC=CC2